C(C)(=O)[O-].[Pd+2].C1(=CC=CC=C1)P(C1=CC=CC=C1)C1=CC=CC=C1.C1(=CC=CC=C1)P(C1=CC=CC=C1)C1=CC=CC=C1.C(C)(=O)[O-] bis(triphenylphosphine) palladium (II) acetate